C1(CC1)N1N=C(C(=C1)C(=O)NC1=NC(=CC=C1)C=1N2C(=NN1)CC[C@H]2C)OC (R)-1-cyclopropyl-3-methoxy-N-(6-(5-methyl-6,7-dihydro-5H-pyrrolo[2,1-c][1,2,4]triazol-3-yl)pyridin-2-yl)-1H-pyrazole-4-carboxamide